N-(t-butoxycarbonyl)di-n-octylamine C(C)(C)(C)OC(=O)N(CCCCCCCC)CCCCCCCC